5-(trifluoromethyl)-3-[(2S)-2-[4-[5-(trifluoromethyl)pyrimidin-2-yl]piperazine-1-carbonyl]indolin-1-yl]-1H-pyridazin-6-one FC(C1=CC(=NNC1=O)N1[C@@H](CC2=CC=CC=C12)C(=O)N1CCN(CC1)C1=NC=C(C=N1)C(F)(F)F)(F)F